N-butyryl-leucine C(CCC)(=O)N[C@@H](CC(C)C)C(=O)O